(S)-3-(1-benzyl-6-oxo-1,6-dihydropyridin-3-yl)-3-(3-(3-(5,6,7,8-tetrahydro-1,8-naphthyridin-2-yl)propyl)-1H-pyrazol-1-yl)propionic acid C(C1=CC=CC=C1)N1C=C(C=CC1=O)[C@H](CC(=O)O)N1N=C(C=C1)CCCC1=NC=2NCCCC2C=C1